BrC1=C(C(=CC=C1)F)C(CC(=O)NC1(CC1)C1=CC(=CC(=C1)OCC(F)(F)F)Cl)(C)O 3-(2-bromo-6-fluorophenyl)-N-(1-(3-chloro-5-(2,2,2-trifluoroethoxy)phenyl)cyclopropyl)-3-hydroxybutanamide